BrC=1C(=CC=C2C(=C(C=NC12)C(=O)OCC)Cl)F ethyl 8-bromo-4-chloro-7-fluoroquinoline-3-carboxylate